(2S,4R)-N-[(S)-(5-cyclopropyl-6-fluoropyridin-2-yl)(phenyl)methyl]-4-fluoro-1-{2-[5-(trifluoromethyl)-1H-pyrazol-1-yl]acetyl}pyrrolidine-2-carboxamide C1(CC1)C=1C=CC(=NC1F)[C@@H](NC(=O)[C@H]1N(C[C@@H](C1)F)C(CN1N=CC=C1C(F)(F)F)=O)C1=CC=CC=C1